(S)-N-(1-deutero-1-(3-chloro-2-(chloromethyl)-5-fluorophenyl)ethyl)-2-(difluoromethoxy)acetamide [2H][C@](C)(C1=C(C(=CC(=C1)F)Cl)CCl)NC(COC(F)F)=O